FC(S(=O)(=O)[O-])(F)F.C(C(C)C)[SH+]C1=CC=CC=C1 isobutylphenyl-sulfonium-trifluoromethanesulfonic acid salt